FC(C=O)=C 2-fluoropropene-1-one